ClC=1C=C(C(=NC1)OC)S(=O)(=O)NC1=C(C(=C(C=C1)F)C1=CC2=C(N=C(N=C2)NCC)N(C1=O)C)F 5-chloro-N-(3-(2-(ethylamino)-8-methyl-7-oxo-7,8-dihydropyrido[2,3-d]pyrimidin-6-yl)-2,4-difluorophenyl)-2-methoxypyridine-3-sulfonamide